CN(S(=O)(=O)CC1=CC(=CC=C1)C1=COC=2C1=NC=C(C2)C2=CC=C(C=C2)N2CCN(CC2)C)C N,N-dimethyl-1-(3-(6-(4-(4-methylpiperazin-1-yl)phenyl)furo[3,2-b]pyridin-3-yl)phenyl)methane-sulfonamide